(2S,3R,4R)-1-acetyl-2-cyclopropyl-3-methyl-4-((6-methylpyridin-2-yl)amino)-N-(oxetan-3-yl)-1,2,3,4-tetrahydroquinoline-6-carboxamide C(C)(=O)N1[C@H]([C@@H]([C@H](C2=CC(=CC=C12)C(=O)NC1COC1)NC1=NC(=CC=C1)C)C)C1CC1